C(C)(C)(C)OC(=O)N1[C@@H]2[C@@H](N(CC1)S(=O)(=O)C1(CC=CC=C1)C)C[C@@H](OC2)C(=O)N2[C@H](C1=CC=CC=C1CC2)C2=CC=C(C=C2)F (4aR,7R,8aS)-7-((S)-1-(4-fluorophenyl)-1,2,3,4-tetrahydroisoquinoline-2-carbonyl)-1-methylbenzenesulfonyl-octahydro-4H-pyrano[3,4-b]pyrazine-4-carboxylic acid tert-butyl ester